FC1=NC=CC2=C1C1CCC(C2F)N1 1,5-difluoro-6,7,8,9-tetrahydro-5H-6,9-epiminocyclohepta[c]pyridine